ClC1=C(C=CC=C1)C=1N=NN(C1)[C@H](C(=O)N1[C@@H](C[C@H](C1)O)C(=O)NC)C(C)(C)C (2S,4r)-1-[(2S)-2-[4-(2-chlorophenyl)triazol-1-yl]-3,3-dimethyl-butyryl]-4-hydroxy-N-methyl-pyrrolidine-2-carboxamide